(6,6-difluoro-4,5,6,7-tetrahydrobenzo[d]thiazol-2-yl)methyl ((2-(2,6-dioxopiperidin-3-yl)-4-fluoro-3-oxoisoindolin-5-yl)methyl)carbamate hydrochloride Cl.O=C1NC(CCC1N1CC2=CC=C(C(=C2C1=O)F)CNC(OCC=1SC2=C(N1)CCC(C2)(F)F)=O)=O